3-(3-pyridyl)piperidine-1-carboxylic acid tert-butyl ester C(C)(C)(C)OC(=O)N1CC(CCC1)C=1C=NC=CC1